C(=O)C1=CC=C(C=N1)C(=O)OCC ethyl 6-formylpyridine-3-carboxylate